Cl(=O)(=O)(=O)[O-].Cl(=O)(=O)(=O)[O-].[Ru+2].N1=C(C=CC=C1)C1=NC=CC=C1.N1=C(C=CC=C1)C1=NC=CC=C1.N1=C(C=CC=C1)C1=NC=CC=C1 tris(2,2-bipyridine) ruthenium bis(perchlorate)